CC1=NC=CC(=C1)C1=C(C=C(C=C1)[N+](=O)[O-])C=1N=NNN1 2-methyl-4-(4-nitro-2-(2H-tetrazol-5-yl)phenyl)pyridine